The molecule is an ent-kaurane diterpenoid that is ent-kaur-16-en-19-oic acid carrying an additional 7alpha-hydroxy substituent. It is a conjugate acid of an ent-7alpha-hydroxykaur-16-en-19-oate. C[C@@]12CCC[C@@]([C@H]1C[C@@H]([C@]34[C@H]2CC[C@H](C3)C(=C)C4)O)(C)C(=O)O